FC1(CCN(CC1)C1=NC(=NN1C)C=1C=C2CN(C(C2=CC1)=O)C1C(NC(CC1)=O)=O)F 3-(5-(5-(4,4-difluoropiperidin-1-yl)-1-methyl-1H-1,2,4-triazol-3-yl)-1-oxoisoindolin-2-yl)piperidine-2,6-dione